3-hydroxy-4-(2,3,6,7-tetrahydro-1H,5H-pyrido[3,2,1-ij]quinolin-9-yl)-cyclobut-3-ene-1,2-dione OC=1C(C(C1C=1C=C2CCCN3C2=C(C1)CCC3)=O)=O